tert-butyl N-cyclobutyl-N-(1-{6-[2-(methoxymethoxy)-4-(2-methyl-1,3-oxazol-5-yl)phenyl]pyridazin-3-yl}pyrrolidin-3-yl)carbamate C1(CCC1)N(C(OC(C)(C)C)=O)C1CN(CC1)C=1N=NC(=CC1)C1=C(C=C(C=C1)C1=CN=C(O1)C)OCOC